ClC=1C=CC(=C(C(=O)O)C1)NC1=C(C=NC2=CC=C(C=C12)Cl)C1CCSCC1 5-chloro-2-[(6-chloro-3-tetrahydrothiopyran-4-yl-4-quinolinyl)amino]benzoic acid